ethyl 2-[4-[2,3-difluoro-4-(4,4,5,5-tetramethyl-1,3,2-dioxaborolan-2-yl)phenyl]-3-methyl-pyrazol-1-yl]acetate FC1=C(C=CC(=C1F)B1OC(C(O1)(C)C)(C)C)C=1C(=NN(C1)CC(=O)OCC)C